FC=1C(=CC=2C3=C(NC(C2C1)=O)COC[C@H]3N(C(=O)[C@H]3NC1=CC(=CC(=C1C3)F)F)C)F (S)-N-((S)-8,9-difluoro-6-oxo-1,4,5,6-tetrahydro-2H-pyrano[3,4-c]isoquinolin-1-yl)-4,6-difluoro-N-methyldihydroindole-2-carboxamide